1-(2,6-dihydroxyphenyl)butan-1-one OC1=C(C(=CC=C1)O)C(CCC)=O